5-chloro-3,4-dihydronaphthalen-1(2H)-one ClC1=C2CCCC(C2=CC=C1)=O